CN(C(C1=CN=CC=C1)=O)C1=CC(=CC=C1)COC(CCNC)C1=CC=CC=C1 N-methyl-N-(3-((3-(methylamino)-1-phenylpropoxy)methyl)phenyl)nicotinamide